5-(2-hydroxyethoxy)-N-(4-ethylbenzyl)benzamide (3aS,5R,6R,7R,7aR)-5-(acetoxymethyl)-2-methyl-3a,6,7,7a-tetrahydro-5H-pyrano[3,2-d]oxazole-6,7-diyl-diacetate C(C)(=O)OC[C@H]1[C@@H]([C@H]([C@H]2N=C(O[C@@H]2O1)C)CC(=O)O)CC(=O)O.OCCOC=1C=CC=C(C(=O)NCC2=CC=C(C=C2)CC)C1